(1-(2-methyl-1H-imidazo[4,5-c][1,5]naphthyridin-1-yl)piperidin-4-yl)acetonitrile CC=1N(C2=C(C=NC=3C=CC=NC23)N1)N1CCC(CC1)CC#N